C(C1=CC=CC=C1)C1=NN(C(=N1)C1=CC=CC=C1)CC1=CC=C(C=C1)C=C 3-benzyl-5-phenyl-1-(4-vinylbenzyl)-1H-1,2,4-triazole